2-cyclopropyl-3,4-dihydroisoquinolin-1(2H)-one hydrochloride Cl.C1(CC1)N1C(C2=CC=CC=C2CC1)=O